NC1=NC=CC=C1C1=NC=2C(=NC(=CC2)C2=CC=CC=C2)N1C=1C=CC(=NC1)C1CN(C1)C(C)C1=CC=C(C(=O)O)C=C1 4-(1-(3-(5-(2-(2-aminopyridin-3-yl)-5-phenyl-3H-imidazo[4,5-b]pyridin-3-yl)pyridin-2-yl)azetidin-1-yl)ethyl)benzoic acid